4-[5-(aminomethyl)pyrimidin-2-yl]-3-(3-methyl-1-propan-2-ylpyrazole-4-carbonyl)benzonitrile NCC=1C=NC(=NC1)C1=C(C=C(C#N)C=C1)C(=O)C=1C(=NN(C1)C(C)C)C